CN1N=C2C=CC=CC2=C1C(=O)O 2-methyl-2H-indazole-3-carboxylic Acid